N-(1-Acryloylazetidin-3-yl)-2-((5-(tert-butyl)-4-chloro-2-hydroxyphenyl)(hydroxy)methyl)-1-methyl-1H-imidazole-5-carboxamide C(C=C)(=O)N1CC(C1)NC(=O)C1=CN=C(N1C)C(O)C1=C(C=C(C(=C1)C(C)(C)C)Cl)O